1-(2-(benzo[d][1,3]dioxol-5-ylamino)-5-methylpyrimidin-4-yl)-N-(1-(4-fluorophenyl)-2-hydroxyethyl)-1H-pyrrole-3-amide O1COC2=C1C=CC(=C2)NC2=NC=C(C(=N2)N2C=C(C=C2)C(=O)NC(CO)C2=CC=C(C=C2)F)C